(((1-acetylpiperidin-4-yl)oxy)methyl)piperidine-1-carboxylic acid tert-butyl ester C(C)(C)(C)OC(=O)N1C(CCCC1)COC1CCN(CC1)C(C)=O